[Pd].[Ni].NC1=NC=2C=C(C(=CC2C2=C1C=NN2C)C(=O)N2C[C@H](CC2)CC2=CC=C(C=C2)C(F)(F)F)F (4-amino-7-fluoro-1-methyl-1H-pyrazolo[4,3-c]quinolin-8-yl)((3S)-3-(4-(trifluoromethyl)benzyl)-1-pyrrolidinyl)methanone NICKEL-PALLADIUM